C(=CCCC)CC(=O)O.CC(=CCCC(=O)O)C.CN1C=C([C@H]2[C@H](O)[C@H](O)[C@@H](CO)O2)C(N(C1=O)CCC(C(=O)O)N)=O 1-Methyl-3-(3-amino-3-carboxypropyl)pseudouridine 3-methylbut-2-en-1-yl-acetate (pentenyl-acetate)